3-[2-methoxy-4-(1-propyn-1-yl)phenyl]-4-oxobicyclo[3.2.1]oct-2-en-2-yl methyl carbonate C(OC=1C2CCC(C(C1C1=C(C=C(C=C1)C#CC)OC)=O)C2)(OC)=O